C1CC12CCN(CC2)C(=O)C2=C(C=C(C#N)C=C2)N2N=C(C=C2)C(F)(F)F 4-(6-azaspiro[2.5]octane-6-carbonyl)-3-[3-(trifluoromethyl)pyrazol-1-yl]benzonitrile